ClC1=CC=C(OCC=2SC=3C(N(CCC3N2)C2=CC=C(C=C2)F)=O)C=C1 [(4-chlorophenoxy)methyl]-5-(4-fluorophenyl)-6,7-dihydro-thiazolo[5,4-c]pyridin-4(5H)-one